ClC=1C(=NC=CC1Cl)C1CCN(CC1)CC=1C=C2CN(C(C2=CC1)=O)C1C(NC(CC1)=O)=O 3-(5-((4-(3,4-dichloropyridin-2-yl)piperidin-1-yl)methyl)-1-oxoisoindolin-2-yl)piperidine-2,6-dione